(1R,3S)-3-[3-({[3-(meth-oxymethyl)-1-methyl-1H-pyrazol-5-yl]carbonyl}-amino)-1H-pyrazol-5-yl]-cyclopentyl (2S)-2-meth-ylazetidine-1-carboxylate C[C@@H]1N(CC1)C(=O)O[C@H]1C[C@H](CC1)C1=CC(=NN1)NC(=O)C1=CC(=NN1C)COC